2-(dimethylamino)-3-methylpyrimidin CN(C1N=CC=CN1C)C